ClC1=CC2=C(C=N1)C=C(N2COCC[Si](C)(C)C)C=O 6-chloro-1-((2-(trimethylsilyl)ethoxy)methyl)-1H-pyrrolo[3,2-c]Pyridine-2-carbaldehyde